C(C=CCCCCCCCCCCCCCCCCC(=O)[O-])(=O)[O-] eicosenedioate